COC1=NC=CC(=C1)C=1C=C2CCC(C(C2=CC1)NC(O[C@@H]1CN2CCC1CC2)=O)(C)C (S)-quinuclidin-3-yl (6-(2-methoxypyridin-4-yl)-2,2-dimethyl-1,2,3,4-tetrahydronaphthalen-1-yl)carbamate